OCC1NCCNC1 2-(hydroxymethyl)piperazin